CC1(CCC2=C(O1)C(=CC3=C2[C@H]4[C@@H](CO3)C5=CC6=C(C=C5O4)OCO6)O)C The molecule is a member of the class of pterocarpans that is pterocarpan substituted by a hydroxy group at position 3, a methylenedioxy group across positions 8 and 9 and a 2,2-dimethyltetrahydro-2H-pyran ring fused across positions 1 and 2 (the 8aR,14aR stereoisomer). Isolated from the stem barks of Maackia amurensis,it exhibits cytotoxicity against human cancer cell lines. It has a role as an antineoplastic agent and a plant metabolite. It is a member of pterocarpans, an organic heterohexacyclic compound and a member of phenols.